(2-Cyclopropylethoxy)-11-oxo-7-(thiazol-2-yl)-1,2,7,11-tetrahydrobenzofuro[4,5-e]pyrido[1,2-c][1,3]oxazine-10-carboxylic acid C1(CC1)CCOC1COC2=C1C=1C=3N(C(OC1C=C2)C=2SC=CN2)C=C(C(C3)=O)C(=O)O